5-hydroxy-2(3H)-benzofuranone OC=1C=CC2=C(CC(O2)=O)C1